C(C1=CC=CC=C1)N(C([O-])=O)CC1=CC=CC=C1 di-benzylcarbamate